O[C@H]1CC2CC[C@H]3[C@@H]4CC[C@H](CC)[C@]4(CC[C@@H]3[C@]2(CC1)C)C 3α-hydroxy-pregnane